Manganese disulphide [S-2].[S-2].[Mn+4]